ethyl acrylate (ethanyl)acrylate (aminomethyl)-6-cyclopropylimidazo[1,2-a]pyridine-8-carboxylate dihydrochloride Cl.Cl.NCOC(=O)C=1C=2N(C=C(C1)C1CC1)C=CN2.C(C)OC(C=C)=O.C(C=C)(=O)OCC